FC1=CC=CC(=C1)F (E)-2,4-difluorobenzene